COC(CCCC(=O)NC=1C=C2C(=NC=NC2=CC1OC)NC1=NC(=CC(=C1)N1CCOCC1)N1CCOCC1)=O.N1C=C(C2=CC=CC=C12)CCN1CCOCC1 4-(2-(1H-indol-3-yl)ethyl)morpholine methyl-5-((4-((4,6-dimorpholinopyridin-2-yl)amino)-7-methoxyquinazolin-6-yl)amino)-5-oxopentanoate